COC=1C=C(C=CC1OC)C1=CC=NC=2N1N=C(C2)C(=O)NC21CC(C2)(C1)C(=O)O 3-(7-(3,4-dimethoxyphenyl)pyrazolo[1,5-a]pyrimidine-2-carboxamido)bicyclo[1.1.1]pentane-1-carboxylic acid